COC1=CC=C(C=C1)CCC(C(C(C)=O)C)=O 6-(4-methoxyphenyl)-3-methylhexane-2,4-dione